tri-n-butylmethylzirconium C(CCC)[Zr](C)(CCCC)CCCC